3-(2-(5-benzylidene-3-(2,4-dimethylphenyl)-4-oxothiazolidin-2-ylidene)hydrazono)-5-methyl-1H-indol-2-one C(C1=CC=CC=C1)=C1C(N(C(S1)=NN=C1C(NC2=CC=C(C=C12)C)=O)C1=C(C=C(C=C1)C)C)=O